ClC1=CC=C(C=C1)C1=NN(C=C1)C (4-chlorophenyl)-1-methyl-1H-pyrazole